OC=1C=C(C=CC1O)C(C(=O)[O-])=O 2-(3,4-dihydroxyphenyl)-2-oxoacetate